COC1=CC=C(C=C1)CN(C1=C(C=C2C(=N1)C=C(N2COCC[Si](C)(C)C)CO)C)CC2=CC=C(C=C2)OC (5-(bis[(4-methoxyphenyl)methyl]amino)-6-methyl-1-[(2-(trimethylsilyl)ethoxy)methyl]-1H-pyrrolo[3,2-b]pyridin-2-yl)methanol